NC(C(C1=CC=CC=C1)SC1=C(C(=C(C(=N1)N1CCC(CC1)NC(OC(C)(C)C)=O)C)CC)C#N)=O tert-butyl (1-(6-((2-amino-2-oxo-1-phenylethyl)thio)-5-cyano-4-ethyl-3-methylpyridin-2-yl)piperidin-4-yl)carbamate